2-amino-N-(2-hydroxypropyl)acetamide NCC(=O)NCC(C)O